FC1=C(COP2(OCC3=C(O2)C=C(O3)N3C(NC(C(=C3)F)=O)=O)=O)C=CC=C1 1-((4AR,6R,7aS)-2-(2-fluorobenzyloxy)-2-oxo-4H-furo[3,2-d][1,3,2]dioxaphosphorin-6-yl)-5-fluoropyrimidine-2,4(1H,3H)-dione